OC=1C=C([C@@H]2OC3=CC=CC(=C3C(C2)=O)O)C=CC1OC (2R)-3',5-Dihydroxy-4'-methoxyflavanone